ClC=1N=C(C2=C(N1)CCN(C2=O)C([2H])([2H])[2H])NC=2N=CC=1CCC3=C(C1C2F)NC2=C3C(N[C@@H](C2)C)=O (R)-2-((2-chloro-6-(methyl-d3)-5-oxo-5,6,7,8-tetrahydropyrido[4,3-d]pyrimidin-4-yl)amino)-1-fluoro-9-methyl-5,6,8,9,10,11-hexahydro-7H-pyrido[3',4':4,5]pyrrolo[2,3-f]isoquinolin-7-one